N-[4-methylsulfonyl-6-(o-tolyl)pyrimidin-2-yl]-3-nitro-benzenesulfonamide CS(=O)(=O)C1=NC(=NC(=C1)C1=C(C=CC=C1)C)NS(=O)(=O)C1=CC(=CC=C1)[N+](=O)[O-]